(S)-methyl 2-((4-(3-((4-chloro-2-fluorobenzyl)oxy)-1H-pyrazol-1-yl)piperidin-1-yl)methyl)-3-(oxetan-2-ylmethyl)-3H-imidazo[4,5-b]pyridine-5-carboxylate ClC1=CC(=C(COC2=NN(C=C2)C2CCN(CC2)CC2=NC=3C(=NC(=CC3)C(=O)OC)N2C[C@H]2OCC2)C=C1)F